(1-methyl-4-(4,4,5,5-tetramethyl-1,3,2-dioxaborolan-2-yl)cyclohex-3-en-1-yl)methanol CC1(CC=C(CC1)B1OC(C(O1)(C)C)(C)C)CO